4-[(1S)-1-[[4-[(3R)-3-[3-(Trifluoromethyl)phenoxy]pyrrolidin-1-yl]tetrahydropyran-4-carbonyl]amino]ethyl]benzamide FC(C=1C=C(O[C@H]2CN(CC2)C2(CCOCC2)C(=O)N[C@@H](C)C2=CC=C(C(=O)N)C=C2)C=CC1)(F)F